OC[C@H](CC)NC1=NC=C2N=C(N(C2=N1)C1CCC(CC1)C(=O)N)NC1=C(C(=CC=C1F)F)F (1R,4s)-4-(2-((S)-1-hydroxybutan-2-ylamino)-8-(2,3,6-trifluorophenylamino)-9H-purin-9-yl)cyclohexanecarboxamide